tert-butyl N-[6-(1-cyanocyclopropyl)-3-ethylsulfonyl-pyrazolo[1,5-a]pyridin-2-yl]carbamate C(#N)C1(CC1)C=1C=CC=2N(C1)N=C(C2S(=O)(=O)CC)NC(OC(C)(C)C)=O